Chloro-5-{[(cyclopentylcarbonyl)amino]methyl}-N-[1-(2-cyclopropylpyridin-4-yl)-1H-indazol-4-yl]benzamide ClC1=C(C(=O)NC2=C3C=NN(C3=CC=C2)C2=CC(=NC=C2)C2CC2)C=C(C=C1)CNC(=O)C1CCCC1